dimethylaminopropanol hydrochloride Cl.CN(C)C(CC)O